C=1N=CN2C1C1=CC=CC=C1[C@@H]2[C@@H]2CCC=1C=CC=NC1[C@@H]2O (7S,8R)-7-((S)-5H-Imidazo[5,1-a]isoindol-5-yl)-5,6,7,8-tetrahydrochinolin-8-ol